1,1-diethyl-5-phenyl-(E)-2-(p-tolyl)pent-3-en C(C)C(C(\C=C\CC1=CC=CC=C1)C1=CC=C(C=C1)C)CC